2-hexyldecyl 4-((3-(dodecyloxy)-3-oxopropyl)thio)-2-((3-morpholinopropyl)carbamoyl)butanoate C(CCCCCCCCCCC)OC(CCSCCC(C(=O)OCC(CCCCCCCC)CCCCCC)C(NCCCN1CCOCC1)=O)=O